3-(((7-(2-Aminopyrimidin-4-yl)-2,3-dihydrofuro[3,2-c]pyridin-4-yl)amino)methyl)-N-((tetrahydro-2H-pyran-4-yl)methyl)benzamid NC1=NC=CC(=N1)C=1C2=C(C(=NC1)NCC=1C=C(C(=O)NCC3CCOCC3)C=CC1)CCO2